OC1=C(C=C(C=C1CC)C(C)(C)C1=CC(=C(C(=C1)CC)O)CC)CC 2,2-bis(4-hydroxy-3,5-diethylphenyl)propane